tert-Butyl 3-((2-((S)-((tert-butoxycarbonyl)amino)(4,4-difluorocyclohexyl)methyl)imidazo[1,2-b]pyridazin-7-yl)methyl)-5-isopropyl-2-oxopyrrolidine-1-carboxylate C(C)(C)(C)OC(=O)N[C@H](C=1N=C2N(N=CC(=C2)CC2C(N(C(C2)C(C)C)C(=O)OC(C)(C)C)=O)C1)C1CCC(CC1)(F)F